CC=1N=C(N(C1)C(=O)NCCC1=CC=CC=C1)OCCN1CCOCC1 4-Methyl-2-(2-morpholinoethoxy)-N-phenethyl-1H-imidazole-1-carboxamide